O=C1NC(CCC1N1C(C2=CC=C(C=C2C1=O)C(=O)N1CCC(CC1)COCCC1CCNCC1)=O)=O 4-(2-((1-(2-(2,6-Dioxopiperidin-3-yl)-1,3-dioxoisoindoline-5-carbonyl)piperidin-4-yl)methoxy)ethyl)piperidine